C(#N)C1(N(CC1)C(=O)OCCCC)C butyl 2-cyano-2-methyl-azetidine-1-carboxylate